(2R,4R)-4-hydroxypyrrolidine-2-carboxylic acid methyl ester COC(=O)[C@@H]1NC[C@@H](C1)O